4-methoxybenzyl (3-((1,3-dioxoisoindolin-2-yl)methyl)oxetane-3-yl)carbamate O=C1N(C(C2=CC=CC=C12)=O)CC1(COC1)NC(OCC1=CC=C(C=C1)OC)=O